CN(C)C1=C(C=CC=C1)C1=CC=CC=C1 2'-(N,N'-dimethylamino)biphenyl